O1C(NC2=C1C=CC=N2)=O 2,3-dihydropyrido[2,3-D][1,3]oxazol-2-one